5-((4-(1-methyl-1H-indol-3-yl)pyrimidin-2-yl)amino)-2-morpholinobenzoic acid CN1C=C(C2=CC=CC=C12)C1=NC(=NC=C1)NC=1C=CC(=C(C(=O)O)C1)N1CCOCC1